[4-[4-[6-chloro-4-(trifluoromethyl)-2-pyridyl]piperazin-1-yl]sulfonylphenyl]-3-[(3-piperazin-1-ylpropylamino)methyl]benzamide ClC1=CC(=CC(=N1)N1CCN(CC1)S(=O)(=O)C1=CC=C(C=C1)C1=C(C(=O)N)C=CC=C1CNCCCN1CCNCC1)C(F)(F)F